FC(C1=NC2=CC=CC=C2C(=C1)N[C@@H]1C[C@@H](CCC1)NC(CC)=O)(F)F N-[(1R,3S)-3-[[2-(trifluoromethyl)-4-quinolyl]amino]cyclohexyl]propanamide